pyrimidin-4-yl-3-phenylazetidine-1-carboxamide N1=CN=C(C=C1)C1N(CC1C1=CC=CC=C1)C(=O)N